N-(4-methyl-3-(5-morpholino-6-(3-(3-oxomorpholino)prop-1-yn-1-yl)pyridin-3-yl)phenyl)-2-(trifluoromethyl)isonicotinamide CC1=C(C=C(C=C1)NC(C1=CC(=NC=C1)C(F)(F)F)=O)C=1C=NC(=C(C1)N1CCOCC1)C#CCN1C(COCC1)=O